COC(C1=CC(=CC=C1)OCCCC(=O)OC(C)(C)C)=O 3-(4-(tert-butoxy)-4-oxobutoxy)benzoic acid methyl ester